COC(C(C)NC1=C(C(=C(C=C1)Br)Cl)[N+](=O)[O-])=O 2-(4-bromo-3-chloro-2-nitro-anilino)propionic acid methyl ester